C(C)(C)(C)OC(=O)N1CC(C1)(C1=NC(=NC2=C(C(=C(C=C12)Cl)C1=CC(=CC2=CC=CC=C12)O)F)N1CC(C1)N(C)C)C(N)=O (R or S)-3-carbamoyl-3-(6-chloro-2-(3-(Dimethylamino)azetidine-1-yl)-8-fluoro-7-(3-hydroxynaphthalen-1-yl)quinazolin-4-yl)azetidine-1-carboxylic acid tert-Butyl ester